(S)-6-amino-5-(5-chloro-1H-indazol-4-yl)-2,3-dimethyl-4-oxo-4,5-dihydrothieno[3,2-c]pyridine-7-carboxamide NC1=C(C2=C(C(N1C1=C3C=NNC3=CC=C1Cl)=O)C(=C(S2)C)C)C(=O)N